lithium 2-cyano-6-(3-cyclopropylphenoxy)pyrazolo[1,5-a]pyrimidine-7-carboxylate salt C(#N)C1=NN2C(N=CC(=C2C(=O)[O-])OC2=CC(=CC=C2)C2CC2)=C1.[Li+]